(3,6,8-tri-tert-butyl-2-naphthyl) cyclohexyl phosphite P(OC1=CC2=C(C=C(C=C2C=C1C(C)(C)C)C(C)(C)C)C(C)(C)C)(OC1CCCCC1)[O-]